bis(tert-butylimino)bis(dimethylamino)tungsten (VI) C(C)(C)(C)N=[W](N(C)C)(N(C)C)=NC(C)(C)C